methyl (S)-(5-((2-amino-4-fluoro-2,4-dimethylpentyl)oxy)-4-(difluoromethyl)-[2,4'-bipyridin]-2'-yl)carbamate N[C@](COC=1C(=CC(=NC1)C1=CC(=NC=C1)NC(OC)=O)C(F)F)(CC(C)(C)F)C